6-bromo-1-methyl-indoline-2,3-dione BrC1=CC=C2C(C(N(C2=C1)C)=O)=O